FC1=CC=C(C=C1)CC=1C(=NC(=C(N1)C)C)NC1CCN(CC1)C 3-(4-fluorophenylmethyl)-5,6-dimethyl-N-(1-methylpiperidin-4-yl)pyrazin-2-amine